C(C)(=O)N1CCC=C(C1)C1=C(C2=C(C=C(S2)C(=O)N(C)C)C(=C1)Cl)F 6-(1-acetyl-3,6-dihydro-2H-pyridin-5-yl)-4-chloro-7-fluoro-N,N-dimethyl-benzothiophene-2-carboxamide